CC1=CN=C(S1)N1CC2(C=3C=NC(=CC31)NC(C)=O)CC2 N-(1'-(5-methylthiazol-2-yl)-1',2'-dihydrospiro[cyclopropane-1,3'-pyrrolo[3,2-c]pyridin]-6'-yl)acetamide